{9-[Methyl-(7H-pyrrolo[2,3-d]pyrimidin-4-yl)-amino]-3-aza-spiro[5.5]undec-3-yl}-pyridin-3-yl-methanone CN(C1CCC2(CCN(CC2)C(=O)C=2C=NC=CC2)CC1)C=1C2=C(N=CN1)NC=C2